OCC=1C=C(C=CC1[N+](=O)[O-])O 3-(Hydroxymethyl)-4-nitrophenol